(2S)-2-ethylbutyl 2-(((4-nitrophenoxy)(phenoxy)phosphoryl)amino)-3-phenylpropanoate [N+](=O)([O-])C1=CC=C(OP(=O)(OC2=CC=CC=C2)N[C@H](C(=O)OCC(CC)CC)CC2=CC=CC=C2)C=C1